C(#C)[C@H]1N(CCC1)C(=O)OC(C)(C)C Tert-butyl (S)-2-ethynylpyrrolidine-1-carboxylate